trans-3-hexenoyl trans-3-hexenoate C(C\C=C\CC)(=O)OC(C\C=C\CC)=O